CC1=CC=2N(N=C1N1CC=3C=C(C=NC3CC1)C(F)(F)F)C(C=C(N2)C(=O)NCC2=CN=CS2)=O 8-methyl-4-oxo-N-(thiazol-5-ylmethyl)-7-(3-(trifluoromethyl)-7,8-dihydro-1,6-naphthyridin-6(5H)-yl)-4H-pyrimido[1,2-b]pyridazine-2-carboxamide